CC1=CC=2N(C=C1)N=CC2C(=O)N[C@H]2COC1=CC(=CC=C1C2)N2CCNCC2 (R)-5-methyl-N-(7-(piperazin-1-yl)chroman-3-yl)pyrazolo[1,5-a]pyridine-3-carboxamide